CC1=CC(=NN1CC(=O)N1CCC(CC1)C1=CC(=NC=C1)C(=O)NC1CCCC2=CC=CC=C12)C(F)(F)F 4-[1-[2-[5-methyl-3-trifluoromethylpyrazol-1-yl]acetyl]-4-piperidinyl]-N-tetrahydronaphthalen-1-ylpyridine-2-carboxamide